C(C1=CC=CC=C1)N(C1=CC=CC(=N1)C(=O)NC1CN(CC1)C#N)C 6-(benzyl(methyl)-amino)-N-(1-cyano-pyrrolidin-3-yl)-picolinamide